bis[p-(methacryloyloxy-ethoxy)phenyl]dimethyl-methane C(C(=C)C)(=O)OCCOC1=CC=C(C=C1)C(C)(C)C1=CC=C(C=C1)OCCOC(C(=C)C)=O